(4-nitrofurazan-3-oxymethyl)-3-azidomethyloxetane [N+](=O)([O-])C=1C(=NON1)OCC1OCC1CN=[N+]=[N-]